CN1C(N(CC=2C1=NC(=NC2)SC)C21CCN(CC1C2)C(=O)OC(C)(C)C)=O tert-butyl 6-(1-methyl 7-methylsulfanyl-2-oxo-4H-pyrimido[4,5-d]pyrimidin-3-yl)-3-azabicyclo[4.1.0]heptane-3-carboxylate